OC(C(=O)OC)C=1C=CC2=C(N(CCO2)C(=O)OC(C)(C)C)C1 tert-butyl 6-(1-hydroxy-2-methoxy-2-oxoethyl)-3,4-dihydro-2H-1,4-benzoxazine-4-carboxylate